4,5-dimethyl-6-(4-(1-methyl-1H-1,2,3-triazol-4-yl)benzyl)-2-((2R)-tetrahydrofuran-2-ylmethyl)isoindolin-1-one CC1=C2CN(C(C2=CC(=C1C)CC1=CC=C(C=C1)C=1N=NN(C1)C)=O)C[C@@H]1OCCC1